OCCCC[N+]1=CC=CC=C1 (4-hydroxybutyl)pyridin-1-ium